FC=1C=C(C=CC1OCOC)C(C)=O 1-(3-fluoro-4-(methoxymethoxy)phenyl)ethanone